ClC=1C=C(C=2C=CN(C2C1Cl)S(=O)(=O)C1=CC=C(C=C1)C)NCCF 6,7-dichloro-N-(2-fluoroethyl)-1-(p-tolylsulfonyl)indol-4-amine